methyl α-octynoate C(C#CCCCCC)(=O)OC